N-(1-Cyclobutyl-2-oxopyrrolidin-3-yl)-2-ethynyl-N-(3-(2-hydroxyethoxy)-5-(trifluoromethyl)phenyl)thiazole-4-carboxamide C1(CCC1)N1C(C(CC1)N(C(=O)C=1N=C(SC1)C#C)C1=CC(=CC(=C1)C(F)(F)F)OCCO)=O